N(CCCCN)CC=1C(NC(NC1)=O)=O α-putrescinylthymine